NCC(C(=O)NC=1C=C2C=CN=CC2=CC1)C1=CC=C(C=C1)CO 3-amino-2-(4-(hydroxymethyl)phenyl)-N-(isoquinolin-6-yl)propanamide